(1R,3aS,7aR,E)-1-((S)-1-(2,2-dimethylpiperidine-1-yl)propan-2-yl)-7a-Methyl-Octahydro-4H-Indene CC1(N(CCCC1)C[C@@H](C)[C@H]1CC[C@@H]2CCCC[C@@]12C)C